C1(=CC=CC=C1)C(C1=CC=CC=C1)OC(C1=CC=CC=C1)C1=CC=CC=C1 benzhydryl (diphenylmethyl) ether